3-({[(4R)-7-[(5-ethylpyridin-2-yl)(methyl)amino]-3,4-dihydro-2H-1-benzopyran-4-yl]methyl}amino)pyridine-4-carboxylic acid C(C)C=1C=CC(=NC1)N(C1=CC2=C([C@@H](CCO2)CNC=2C=NC=CC2C(=O)O)C=C1)C